3-(1-(4-fluorophenyl)vinyl)-5-methyl-N-(2-(pyrrolidin-1-yl)ethyl)pyrazin-2-amine FC1=CC=C(C=C1)C(=C)C=1C(=NC=C(N1)C)NCCN1CCCC1